(7-(2-(4-(6-fluorobenzo[b]thiophen-4-yl)piperazin-1-yl)ethyl)-2-oxo-3,4-dihydroquinolin-1(2H)-yl)methyl icosanoate C(CCCCCCCCCCCCCCCCCCC)(=O)OCN1C(CCC2=CC=C(C=C12)CCN1CCN(CC1)C1=CC(=CC=2SC=CC21)F)=O